ClC1=NC(=NC(=C1)C1=C(C=CC=C1C)C)NS(=O)(=O)C=1C=C(N(N1)COCC[Si](C)(C)C)C(=O)OCC ethyl 5-[[4-chloro-6-(2,6-dimethylphenyl)pyrimidin-2-yl]sulfamoyl]-2-(2-trimethylsilylethoxymethyl)pyrazole-3-carboxylate